triethyl-n-butyl-hafnium C(C)[Hf](CCCC)(CC)CC